N-[(1S)-1-[[4-amino-5-(3,5-dimethyl-1H-pyrazol-4-yl)-6-fluoro-2-pyridyl]carbamoyl]-2,2-dicyclopropyl-ethyl]-2-ethyl-pyrazole-3-carboxamide NC1=CC(=NC(=C1C=1C(=NNC1C)C)F)NC(=O)[C@H](C(C1CC1)C1CC1)NC(=O)C=1N(N=CC1)CC